CNC(C1=CC=CC(=C1)C)=O N,5-dimethyl-benzamide